2'-acetyl-4-[(4-methoxyphenyl)methoxy]-5',6-dimethyl-[1,4'-bipyridin]-2-one C(C)(=O)C1=NC=C(C(=C1)N1C(C=C(C=C1C)OCC1=CC=C(C=C1)OC)=O)C